CC1(CN(C[C@H](O1)C(F)(F)F)C1=C(C(=O)NC2=CC(=NC=C2)S(N)(=O)=O)C=C(C=N1)C(F)(F)F)C |o1:5| (S or R)-2-(2,2-dimethyl-6-(trifluoromethyl)-morpholinyl)-N-(2-sulfamoylpyridin-4-yl)-5-(trifluoromethyl)nicotinamide